C(C=C)(=O)N1CCN(CCC1)S(=O)(=O)N1CCC(CC1)CN1CCC2(CN(C2)C2=NC=NC=C2OC2=C(C(=O)N(C(C)C)CC)C=C(C=C2)F)CC1 2-((4-(7-((1-((4-acryloyl-1,4-diazepan-1-yl)sulfonyl)piperidin-4-yl)methyl)-2,7-diazaspiro[3.5]nonan-2-yl)pyrimidin-5-yl)oxy)-N-ethyl-5-fluoro-N-isopropylbenzamide